NC=1C=CC(=C(C1)C(C)(C)O)N1N=CN=C1 2-(5-amino-2-(1H-1,2,4-triazol-1-yl)phenyl)propan-2-ol